C(C)(C)(C)C1=C(C(=CC(=C1)C(C)(C)C)C1=CC(=CC(=C1)C(C)(C)C)C(C)(C)C)O 3,3',5,5'-tetra-tert-butyl-[1,1'-biphenyl]-2-ol